ethyl 2-(4-(1-hydroxyethyl) phenoxy)-2-methylpropionate OC(C)C1=CC=C(OC(C(=O)OCC)(C)C)C=C1